2-[3-(4-Chloro-3-fluorophenyl)-1-(cyclopropylmethyl)-1H-1,2,4-triazol-5-yl]-N-[(2,6-dimethylpyridin-4-yl)methyl]acetamid ClC1=C(C=C(C=C1)C1=NN(C(=N1)CC(=O)NCC1=CC(=NC(=C1)C)C)CC1CC1)F